1-trimethoxysilyl-8-(dimethylamino)(triethoxysilylpropylamino)methylsilyl-octane CO[Si](C(CCCCCCCN(C)C)[SiH2]CNCCC[Si](OCC)(OCC)OCC)(OC)OC